8-bromo-2-chloro-3-[(1-methylpyrazol-4-yl)methyl]quinazolin-4-one BrC=1C=CC=C2C(N(C(=NC12)Cl)CC=1C=NN(C1)C)=O